COC(C1=CN=C(C=C1)NC1=NC=CC(=C1)OC1=C(N=C(S1)C1CC1)C1=CC=CC=C1)=O 6-((4-((2-Cyclopropyl-4-phenylthiazol-5-yl)oxy)pyridin-2-yl)amino)nicotinic acid methyl ester